(S)-3-amino-4-((7-(6-(bis(4-methoxybenzyl)amino)-4-methyl-3-(trifluoromethyl)pyridin-2-yl)-6-chloro-4-oxo-3,4-dihydroquinazolin-5-yl)oxy)butanenitrile N[C@@H](CC#N)COC1=C2C(NC=NC2=CC(=C1Cl)C1=NC(=CC(=C1C(F)(F)F)C)N(CC1=CC=C(C=C1)OC)CC1=CC=C(C=C1)OC)=O